(azidomethyl)-4-bromo-1-methylsulfanyl-benzene N(=[N+]=[N-])CC1=C(C=CC(=C1)Br)SC